BrC1=CC=CC(=N1)C(C(=O)OC(C)(C)C)(CCCC(CS(=O)(=O)CCO[Si](C)(C)C(C)(C)C)(C)C)C tert-butyl 2-(6-bromopyridin-2-yl)-7-((2-((tert-butyldimethylsilyl)oxy)ethyl)sulfonyl)-2,6,6-trimethylheptanoate